FC=1C=NN(C1)C1=CC=C(C=C1)C(C)=O 1-(4-(4-fluoro-1H-pyrazol-1-yl)phenyl)ethan-1-one